4-(4-ethylphenyl)-N-[(1r,3s)-3-{[2-(trifluoromethyl)quinolin-4-yl]amino}cyclohexyl]butanamide C(C)C1=CC=C(C=C1)CCCC(=O)N[C@H]1C[C@H](CCC1)NC1=CC(=NC2=CC=CC=C12)C(F)(F)F